C(C)(C)(C)C=1C(=C(C(=NC1C1(CC1)C)OC)Br)O tert-butyl-3-bromo-2-methoxy-6-(1-methylcyclopropyl)pyridin-4-ol